COC(=O)[C@H]1NC[C@H](C1)C=1C=C(C=CC1)C (2S,4R)-4-(m-tolyl)pyrrolidine-2-carboxylic acid methyl ester